N[C@H](C(=O)O)C(C)C=1OC=NN1 (S)-2-amino-3-(1,3,4-oxadiazol-2-yl)butyric acid